(2-(1-(3-cyano-6-methoxyquinolin-4-yl)piperidin-4-yl)ethyl)phosphonic acid C(#N)C=1C=NC2=CC=C(C=C2C1N1CCC(CC1)CCP(O)(O)=O)OC